C(C)(=O)N1CCC(CC1)O[C@@H]1CCN(C1)C1=CC=CC=C1 (2R,4R)-4-((1-acetylpiperidin-4-yl)oxy)-1-phenylpyrrolidin